C1(=CC=C(C=C1)C1OC1)C 2-(p-tolyl)oxirane